FC(OC1=CC=C(C=C1)C1=CN=C2N1C=CN=C2NC2=CC(=C(C(=O)NC)C=C2)C(F)(F)F)F 4-((3-(4-(difluoromethoxy)phenyl)imidazo[1,2-a]pyrazin-8-yl)amino)-N-methyl-2-(trifluoromethyl)benzamide